C(CCCCCC)(=O)N[C@@H](C)C(=O)O n-heptanoyl-alanine